BrC=1C(=C(C=CC1)C(CC1=NC(=NC=C1)SC)=O)F 1-(3-Bromo-2-fluorophenyl)-2-(2-(methylthio)pyrimidin-4-yl)ethan-1-one